benzyl 2,4-dichloro-5,7-dihydro-6H-pyrrolo[3,4-d]pyrimidine-6-carboxylate ClC=1N=C(C2=C(N1)CN(C2)C(=O)OCC2=CC=CC=C2)Cl